1-(4-(5-bromo-1-methyl-1H-imidazole-2-carboxamido)-2-chlorobenzoyl)piperidine-4-carboxylic acid methyl ester COC(=O)C1CCN(CC1)C(C1=C(C=C(C=C1)NC(=O)C=1N(C(=CN1)Br)C)Cl)=O